CC1=C(C=NC=C1)C=1N=C(SC1)NC(=O)C=1C=NC=CC1 N-[4-(4-methyl-3-pyridyl)thiazol-2-yl]pyridine-3-carboxamide